FC=1C=C(CN2CC(N(CC2)C)=O)C=CC1B1OC(C(O1)(C)C)(C)C 4-(3-fluoro-4-(4,4,5,5-tetramethyl-1,3,2-dioxaborolan-2-yl)benzyl)-1-methylpiperazin-2-one